methyl 2-[tert-butoxycarbonyl-[4-(tert-butoxycarbonylamino)butyl]amino]-5-[3-[4-[3-(dimethylamino)prop-1-ynyl]-2-fluoro-phenoxy]propyl]thiazole-4-carboxylate C(C)(C)(C)OC(=O)N(C=1SC(=C(N1)C(=O)OC)CCCOC1=C(C=C(C=C1)C#CCN(C)C)F)CCCCNC(=O)OC(C)(C)C